ClC1=NC=C(C(=N1)NC1=CC=C(C(=O)NC2=C(C=CC=C2)Cl)C=C1)F 4-((2-chloro-5-fluoropyrimidin-4-yl)amino)-N-(2-chlorophenyl)benzamide